N-(5-phenylpyridin-2-yl)acetamide C1(=CC=CC=C1)C=1C=CC(=NC1)NC(C)=O